3-(p-chlorophenyl)-4-(3-methyl-1-{[p-(trifluoromethyl)phenyl]methyl}-1H-pyrazol-4-yl)-2-pyridinyl-amine ClC1=CC=C(C=C1)C=1C(=NC=CC1C=1C(=NN(C1)CC1=CC=C(C=C1)C(F)(F)F)C)N